N-(biphenyl-4-yl)-N-[4-(9-phenyl-9H-carbazol-3-yl)phenyl]-9,9'-spirobi(9H-fluoren)-2-amine C1(=CC=C(C=C1)N(C1=CC=2C3(C4=CC=CC=C4C2C=C1)C1=CC=CC=C1C=1C=CC=CC13)C1=CC=C(C=C1)C=1C=CC=3N(C2=CC=CC=C2C3C1)C1=CC=CC=C1)C1=CC=CC=C1